methyl 1-(5-(3-((5-cyano-4-(4-fluorophenyl)thiazol-2-yl)(methyl)amino)-2-ethyl imidazo[1,2-a]pyridin-6-yl)pyridin-2-yl)azetidine-3-carboxylate C(#N)C1=C(N=C(S1)N(C1=C(N=C2N1C=C(C=C2)C=2C=CC(=NC2)N2CC(C2)C(=O)OC)CC)C)C2=CC=C(C=C2)F